C(C(C)C)NC=1N=CC2=C(N1)NC=C2C2=CC=1N(C=C2)N=CC1C(=O)N[C@@H](C(F)(F)F)C (R)-5-(2-(isobutylamino)-7H-pyrrolo[2,3-d]pyrimidin-5-yl)-N-(1,1,1-trifluoropropan-2-yl)pyrazolo[1,5-a]pyridine-3-carboxamide